((R)-2-methyl-4-(2-(((S)-1-methylpyrrolidin-2-yl)methoxy)-7-(naphthalen-1-yl)-5,6,7,8-tetrahydropyrido[3,4-d]pyrimidin-4-yl)piperazin-1-yl)prop-2-en-1-one C[C@H]1N(CCN(C1)C=1C2=C(N=C(N1)OC[C@H]1N(CCC1)C)CN(CC2)C2=CC=CC1=CC=CC=C21)C(C=C)=O